4-(2-methylthiophene-3-yl)benzoic acid CC=1SC=CC1C1=CC=C(C(=O)O)C=C1